CO[P-2](OC)=O dimethyloxyphosphorus (II) oxide